(2-(4-nitrophenoxy)pyridin-3-yl)methanol [N+](=O)([O-])C1=CC=C(OC2=NC=CC=C2CO)C=C1